C(#N)C=1C(=NC(=NC1)N[C@H]1C[C@H](CCC1)N1C=NC=2C1=NC=C(C2)C#N)C=2C=NN(C2)CC(C)(C)O 3-((1S,3R)-3-((5-cyano-4-(1-(2-hydroxy-2-methylpropyl)-1H-pyrazol-4-yl)pyrimidin-2-yl)amino)cyclohexyl)-3H-imidazo[4,5-b]pyridine-6-carbonitrile